NC=1N=C(C2=C(N1)C(N(C2=O)C)=CC2=C(C=CC=C2)F)C=2OC=CC2 2-amino-7-((2-fluorophenyl)methylene)-4-(furan-2-yl)-6-methyl-5H,6H,7H-pyrrolo[3,4-d]pyrimidine-5-one